methyl 3-[2-(2-methyloxazol-4-yl)ethoxy]-4-nitro-5-[[(2S)-oxetan-2-yl]methylamino]benzoate CC=1OC=C(N1)CCOC=1C=C(C(=O)OC)C=C(C1[N+](=O)[O-])NC[C@H]1OCC1